CC1=C(C=C(C=C1)S(=O)(=O)Cl)[N+](=O)[O-] 4-Methyl-3-nitrobenzenesulfonyl chloride